2-(1H-pyrrolo[2,3-b]pyridin-4-yl)thieno[3,2-d]pyrimidine-6-carboxamide N1C=CC=2C1=NC=CC2C=2N=CC1=C(N2)C=C(S1)C(=O)N